C(C)(C)(C)OC(=O)N=[S@](=O)(C1=C(C=C(C=C1)C)O[C@H](C)CCCO[Si](C)(C)C(C)(C)C)N1[C@@H](CCC1)C(=O)OC Methyl ((R)-N-(tert-butoxycarbonyl)-2-(((R)-5-((tert-butyldimethylsilyl)oxy)pentan-2-yl)oxy)-4-methylphenylsulfonimidoyl)-L-prolinate